C1(=CC=CC=C1)C1=CCCO1 5-phenyldihydrofuran